3',4,4',5-tetrahydro-2H,2'H-spiro[benzo[b][1,4]oxazepine-3,1'-naphthalene]-7-carboxamide C12(CCCC3=CC=CC=C13)CNC1=C(OC2)C=CC(=C1)C(=O)N